COC=1C=C(CBr)C=C(C1)OC 3,5-dimethoxybenzyl bromide